Ethyl 5-(7-bromo-[1,2,4]triazolo[4,3-a]pyridine-3-carboxamido)-6-methylnicotinate BrC1=CC=2N(C=C1)C(=NN2)C(=O)NC=2C(=NC=C(C(=O)OCC)C2)C